6-(4-(3-chloro-4-fluorophenyl)-1-(3,3,3-trifluoro-2-hydroxypropyl)-1H-imidazol-5-yl)imidazo[1,2-b]pyridazine-3-carbonitrile ClC=1C=C(C=CC1F)C=1N=CN(C1C=1C=CC=2N(N1)C(=CN2)C#N)CC(C(F)(F)F)O